(R)-(+)-hydroxytetrahydrofuran O[C@@H]1OCCC1